N1CCCCC1 endo-(S)-piperidine